1-eicosylpyridinium C(CCCCCCCCCCCCCCCCCCC)[N+]1=CC=CC=C1